(S)-N-(5-chloropyridin-2-yl)-2-((S)-3-(5-methyl-6-oxo-1,6-dihydropyridin-3-yl)piperidin-1-yl)propionamide ClC=1C=CC(=NC1)NC([C@H](C)N1C[C@@H](CCC1)C1=CNC(C(=C1)C)=O)=O